CN(C)CC N,N-Dimethylethylamin